ClC1=C(C=CC=C1)C1CC2(C1)NC(N(C2=O)C2=CN=CC1=CC(=CC=C21)C(=O)NCCCCCCNC=2C=C1C(N(C(C1=CC2)=O)C2C(NC(CC2)=O)=O)=O)=O 4-(2-(2-chlorophenyl)-6,8-dioxo-5,7-diazaspiro[3.4]octan-7-yl)-N-(6-((2-(2,6-dioxopiperidin-3-yl)-1,3-dioxoisoindolin-5-yl)amino)hexyl)isoquinoline-7-carboxamide